1-n-butyl-3-methylimidazolium bis(trifluoromethylsulfonyl)imide [N-](S(=O)(=O)C(F)(F)F)S(=O)(=O)C(F)(F)F.C(CCC)N1C=[N+](C=C1)C